ClC=1N=C(C2=C(N1)C=NC(=N2)SC)N2CCCCC2 2-chloro-6-methylsulfanyl-4-piperidin-1-yl-pyrimido[5,4-D]pyrimidine